O1C(=CC=C1)S(=O)(=O)[O-] FuranSulphonate